(trans)-7-hydroxy-2-(3-hydroxy-4-methoxyphenyl)-3-methoxychroman-4-one OC1=CC=C2C([C@H]([C@@H](OC2=C1)C1=CC(=C(C=C1)OC)O)OC)=O